C(C=C)(=O)OCCCCCCCCCCC[Si](OC)(OC)OC acryloxyundecyl-trimethoxysilane